2-(3-amino-4,4-difluoro-5-methylpiperidin-1-yl)-5-chloro-6-((3-(3-hydroxy-3-methylbutyl)-1-methyl-2-oxo-2,3-dihydro-1H-benzo[d]imidazol-5-yl)amino)nicotinonitrile NC1CN(CC(C1(F)F)C)C1=C(C#N)C=C(C(=N1)NC1=CC2=C(N(C(N2CCC(C)(C)O)=O)C)C=C1)Cl